methyl 6-chloro-3-((1-(3,6-dimethyl-4-oxo-2-(piperidin-1-yl)-3,4-dihydroquinazolin-8-yl)ethyl)amino)picolinate ClC1=CC=C(C(=N1)C(=O)OC)NC(C)C=1C=C(C=C2C(N(C(=NC12)N1CCCCC1)C)=O)C